4,5-dimethyl-6-(3-((3-methylpyridin-4-yl)amino)-7,8-dihydro-1,6-naphthyridin-6(s)-yl)pyridazine-3-carbonitrile CC1=C(N=NC(=C1C)N1CC=2C=C(C=NC2CC1)NC1=C(C=NC=C1)C)C#N